(E)-benzyl 4-methylpent-2-enoate CC(/C=C/C(=O)OCC1=CC=CC=C1)C